(S)-7-(3-chloro-4-fluorobenzyl)-6-methyl-2-(2-((1-methyl-1H-pyrazol-5-yl)amino)pyrimidin-4-yl)-6,7-dihydroimidazo[1,2-a]pyrazin-8(5H)-one ClC=1C=C(CN2C(C=3N(C[C@@H]2C)C=C(N3)C3=NC(=NC=C3)NC3=CC=NN3C)=O)C=CC1F